3-(2,3-dichloroanilino)-2-(3-{[(2S)-oxolan-2-yl]methoxy}pyridin-4-yl)-1,5,6,7-tetrahydro-4H-pyrrolo[3,2-c]pyridin-4-one ClC1=C(NC2=C(NC3=C2C(NCC3)=O)C3=C(C=NC=C3)OC[C@H]3OCCC3)C=CC=C1Cl